2-(2,3-difluoro-4-methylbenzyl)-4-hydroxy-5-methoxyisophthalonitrile FC1=C(CC2=C(C#N)C=C(C(=C2C#N)O)OC)C=CC(=C1F)C